N-(1-(4-fluorophenyl)-6-(6-methoxypyridin-3-yl)-1H-pyrazolo[3,4-d]pyrimidin-4-yl)-5-nitrothiophene-2-carboxamide FC1=CC=C(C=C1)N1N=CC=2C1=NC(=NC2NC(=O)C=2SC(=CC2)[N+](=O)[O-])C=2C=NC(=CC2)OC